tert-butyl 2-((4-(3-(2,6-dioxopiperidin-3-yl)-1-methyl-1H-indazol-6-yl)piperazin-1-yl)methyl)-7-azaspiro[3.5]nonane-7-carboxylate O=C1NC(CCC1C1=NN(C2=CC(=CC=C12)N1CCN(CC1)CC1CC2(C1)CCN(CC2)C(=O)OC(C)(C)C)C)=O